6-(3-Chloro-6-(difluoromethyl)-2-fluorophenyl)-N-(1-((R or S)-1-(6-ethyl-5-((1R,5S)-2-oxo-3-azabicyclo[3.1.0]hexan-3-yl)pyrazin-2-yl)ethyl)-1H-pyrazol-4-yl)pyrazine-2-carboxamide ClC=1C(=C(C(=CC1)C(F)F)C1=CN=CC(=N1)C(=O)NC=1C=NN(C1)[C@H](C)C1=NC(=C(N=C1)N1C([C@@H]2C[C@@H]2C1)=O)CC)F |o1:24|